1-(2-(aminomethyl)-3-fluoro-4-methoxyphenyl)-1H-pyrazole-3-carboxylic acid ethyl ester C(C)OC(=O)C1=NN(C=C1)C1=C(C(=C(C=C1)OC)F)CN